5-fluoro-N-((S)-1-oxo-1-(((S)-3-oxo-1-((S)-2-oxopyrrolidin-3-yl)-4-(2,3,5,6-tetrafluorophenoxy)butan-2-yl)amino)-3-phenylpropane-2-yl)-1H-indole-2-carboxamide FC=1C=C2C=C(NC2=CC1)C(=O)N[C@H](C(N[C@@H](C[C@H]1C(NCC1)=O)C(COC1=C(C(=CC(=C1F)F)F)F)=O)=O)CC1=CC=CC=C1